BrN1[SiH](N([SiH](N([SiH]1C)Br)C)Br)C 1,3,5-tribromo-2,4,6-trimethylcyclotrisilazane